NC1=NC2=NC=C(N=C2C(=N1)O)CNC1=CC=C(C(=O)N[C@@H](CCC(=O)O)C(NCCOCC#C)=O)C=C1 (S)-4-(4-(((2-amino-4-hydroxypteridin-6-yl)methyl)amino)benzamido)-5-oxo-5-((2-(prop-2-yn-1-yloxy)ethyl)amino)pentanoic acid